N-(1-(3-fluorophenyl)ethyl)-2-methylquinazoline-4-carboxamide FC=1C=C(C=CC1)C(C)NC(=O)C1=NC(=NC2=CC=CC=C12)C